Natrium (S)-3-(3-(1-Methyl-4-oxido-2-oxo-1,2-Dihydropyridin-3-yl)ureido)-3-(3-(2-(Trifluoromethyl)benzyl)phenyl)propanoat CN1C(C(=C(C=C1)[O-])NC(N[C@@H](CC(=O)[O-])C1=CC(=CC=C1)CC1=C(C=CC=C1)C(F)(F)F)=O)=O.[Na+].[Na+]